C(C)(C)(C)OC(=O)N1[C@@H](C[C@H](C1)NC(=O)C=1OC(=NN1)C1=C(C=CC(=C1)OC(F)(F)F)C1CC1)CN1N=CN=C1 (2s,4r)-2-((1H-1,2,4-triazol-1-yl)methyl)-4-(5-(2-cyclopropyl-5-(trifluoromethoxy)phenyl)-1,3,4-oxadiazole-2-carboxamido)pyrrolidine-1-carboxylic acid tert-butyl ester